7-chloro-3-(3,5-dichlorophenyl)imidazo[1,2-b]Pyridazine-2-carboxylic acid ethyl ester C(C)OC(=O)C=1N=C2N(N=CC(=C2)Cl)C1C1=CC(=CC(=C1)Cl)Cl